FC1=C2C(=NC=3N(C2=CC=C1F)C(=NN3)C)N3CCOCC1=C3C=CC=C1C#CC(C(=O)O)(C)C 4-(1-(6,7-difluoro-1-methyl-[1,2,4]triazolo[4,3-a]quinazolin-5-yl)-1,2,3,5-tetrahydrobenzo[e][1,4]oxazepin-6-yl)-2,2-dimethylbut-3-ynoic acid